[Na+].N(CC(=O)[O-])CC(=O)[O-].[Na+] iminodiacetic acid sodium salt